COC1=CC=C(C=C1)C1(COCC1)C=1OC(=CC1)C 2-(3-(4-methoxyphenyl)tetrahydrofuran-3-yl)-5-methylfuran